CP(=O)(C)C1=CC2=C(N=C(N=C2N[C@H](C)C=2C(=C(C=CC2)C(C(C(C)C)=O)(F)F)F)C)C=N1 1-{3-[(1R)-1-{[6-(dimethylphosphoryl)-2-methylpyrido[3,4-d]pyrimidin-4-yl]amino}ethyl]-2-fluorophenyl}-1,1-difluoro-3-methylbutan-2-one